C(C)N1C=C(C(C2=CC(=C(C=C12)N1CCN(CC1)CC1=CC=CC=C1)F)=O)C(=O)O 1-ethyl-6-fluoro-7-(4-benzylpiperazin-1-yl)-4-oxo-1,4-dihydroquinoline-3-carboxylic acid